COC1=C(C=CC=C1)C=O 2-methoxy-phenyl-methanone